FC(C=O)(Br)Cl fluorochlorobromoacetaldehyde